NC=1C=C(C=2NCC(OCCC[C@](C3=NN=C(C1N2)O3)(O)C(F)(F)F)(C)C)C(F)(F)F (6R)-17-amino-11,11-dimethyl-6,15-bis(trifluoromethyl)-10,19-dioxa-3,4,13,18-tetraazatricyclo[12.3.1.12,5]nonadeca-1(17),2,4,14(18),15-penta-en-6-ol